CN1N=NC2=CN=CN2C1=O 4-methyl-5-oxo-2,3,4,6,8-pentaazabicyclo[4.3.0]Nonan-2,7,9-triene